((2S,3R,6R)-2,6-Dimethyl-3-(((4-methyl-5-(trifluoromethyl)pyrimidin-2-yl)amino)methyl)morpholino)(4-(5-fluoropyrimidin-2-yl)-1,5-dimethyl-1H-pyrazol-3-yl)methanone C[C@@H]1O[C@@H](CN([C@@H]1CNC1=NC=C(C(=N1)C)C(F)(F)F)C(=O)C1=NN(C(=C1C1=NC=C(C=N1)F)C)C)C